Cl.ClC=1C=C(C(=O)NC2=C(C(=CC=C2)[C@]2(NC(N(C(C2)=O)[C@H]2C[C@H](OCC2)C)=N)C)Cl)C=C(C1)C#N |o1:21,23| 3-Chloro-N-(2-chloro-3-{(4S)-2-imino-4-methyl-1-[(2R*,4R*)-2-methyltetrahydropyran-4-yl]-6-oxo-hexahydropyrimidin-4-yl}phenyl)-5-cyanobenzamide hydrochloride